C(C)(C)(C)OC(=O)NC=1C(=NC(=NC1)C(=O)OC)OC methyl 5-((tert-butyloxycarbonyl)amino)-4-methoxypyrimidine-2-carboxylate